2-((1-methylpyrrolidin-3-yl)amino)-1-(4-phenyl-3,4-dihydroquinoxalin-1(2H)-yl)propan-1-one CN1CC(CC1)NC(C(=O)N1CCN(C2=CC=CC=C12)C1=CC=CC=C1)C